[Si](C)(C)(C(C)(C)C)OC[C@@H]1[C@@H](C1)NC (1R,2S)-2-{[(tert-butyldimethylsilyl)oxy]methyl}-N-methylcyclopropan-1-amine